Tert-butyl (S)-5-amino-4-(4-((5-((1-(4-cyano-2-fluorophenyl)piperidin-4-yl)thio) pyridin-2-yl)methoxy)-1-oxoisoindolin-2-yl)-5-oxopentanoate NC([C@H](CCC(=O)OC(C)(C)C)N1C(C2=CC=CC(=C2C1)OCC1=NC=C(C=C1)SC1CCN(CC1)C1=C(C=C(C=C1)C#N)F)=O)=O